S1C(=CC=C1S(=O)(=O)[O-])S(=O)(=O)[O-].[Na+].[Na+] disodium thiophene-2,5-disulfonate